CC1=C(C=CC(=C1C)NS(=O)(=O)CCC)C1=C2C(=NC=C1)NC=C2 4-(2,3-dimethyl-4-(propylsulfonamido)phenyl)-1H-pyrrolo[2,3-b]pyridin